C(CCCCCCCCCCCCCCCCC)OC(CCC1=CC(=C(C(=C1)C(C)(C)C)O)C(C)(C)C)=O octadecyl-3-(3,5-di-tert.butyl-4-hydroxyphenyl)propionate